C1(CC1)NC(=O)C=1C=C(C(N(C1)C(C)C1=CC=CC=C1)=O)C(=O)NC N5-cyclopropyl-N3-methyl-2-oxo-1-(1-phenylethyl)-1,2-dihydropyridine-3,5-dicarboxamide